N-tert-butyl-3-(4-chlorophenyl)-5-(4,4,5,5-tetramethyl-1,3,2-dioxaborolan-2-yl)-benzamide C(C)(C)(C)NC(C1=CC(=CC(=C1)B1OC(C(O1)(C)C)(C)C)C1=CC=C(C=C1)Cl)=O